NC1=CC=C(C=C1)\C=C\C 4-(E)-aminophenylpropene